O=C1NC(CCC1C1=NN(C2=CC(=CC=C12)CCC(=O)OC(C)(C)C)C)=O tert-butyl 3-[3-(2,6-dioxo-3-piperidyl)-1-methyl-indazol-6-yl]propionate